5-(bis(4-(hexyloxy)phenyl)amino)thiophene C(CCCCC)OC1=CC=C(C=C1)N(C1=CC=CS1)C1=CC=C(C=C1)OCCCCCC